(R)-2-amino-N-((S)-1-(((R)-5-amino-1-(3-(4-(tert-butyl)benzyl)-1,2,4-oxadiazol-5-yl)pentyl)amino)-3-(4-hydroxy-2,6-dimethylphenyl)-1-oxopropan-2-yl)-5-guanidino-valeramide N[C@@H](C(=O)N[C@H](C(=O)N[C@H](CCCCN)C1=NC(=NO1)CC1=CC=C(C=C1)C(C)(C)C)CC1=C(C=C(C=C1C)O)C)CCCNC(=N)N